N-(3-Carbamoyl-1-pyridin-3-yl-1H-pyrazol-4-yl)pyrazolo[1,5-a]pyrimidin-3-carboxamid C(N)(=O)C1=NN(C=C1NC(=O)C=1C=NN2C1N=CC=C2)C=2C=NC=CC2